(S)-N-(1-(2-methoxy-6-methylphenyl)-1,4,5,7-tetrahydropyrano[3,4-c]pyrazol-4-yl)-5,6,7,8-tetrahydroimidazo[1,5-a]pyridine-1-carboxamide COC1=C(C(=CC=C1)C)N1N=CC2=C1COC[C@H]2NC(=O)C=2N=CN1C2CCCC1